N1=C(C=CC=C1)NC=1C2=C(N=C(N1)C(CCCC)O)CCCN2 1-[4-(2-Pyridinylamino)-5,6,7,8-tetrahydropyrido[3,2-d]pyrimidin-2-yl]pentan-1-ol